methyl (E)-[4-[3-(4-chlorophenyl)-3-[4-[3-(morpholin-4-yl)propynyl]phenyl]-allyloxy]-2-methylphenoxy]acetate ClC1=CC=C(C=C1)/C(=C/COC1=CC(=C(OCC(=O)OC)C=C1)C)/C1=CC=C(C=C1)C#CCN1CCOCC1